6-[(1R)-1-[8-(2-chlorophenyl)-7-(4-chlorophenyl)-1-methyl-2,6-dioxopurin-3-yl]ethyl]pyridine-3-sulfonamide ClC1=C(C=CC=C1)C1=NC=2N(C(N(C(C2N1C1=CC=C(C=C1)Cl)=O)C)=O)[C@H](C)C1=CC=C(C=N1)S(=O)(=O)N